CN1C(=NC=2C1=NC(=C(N2)NC2=C(C=CC=C2)F)NC2=CC=CC=C2)C(F)(F)F 1-Methyl-N5-(2-fluorophenyl)-N6-phenyl-2-(trifluoromethyl)-imidazo[4,5-b]pyrazine-5,6-diamine